N1(C=NC=C1)C1=CC(=CC(=N1)C(=O)NC1CCC(CC1)OCCOC)C 6-(1H-imidazol-1-yl)-N-((1r,4r)-4-(2-methoxyethoxy)cyclohexyl)-4-methylpicolinamide